FC(C1=CC=C(C=C1)C1=CN=C(O1)N)(F)F 5-(4-(trifluoromethyl)phenyl)oxazol-2-amine